4-((R)-5-((S)-1-(4-fluorobenzamido)-2-phenylethyl)-2-oxooxazolidin-3-yl)benzene-1-sulfonyl chloride FC1=CC=C(C(=O)N[C@@H](CC2=CC=CC=C2)[C@H]2CN(C(O2)=O)C2=CC=C(C=C2)S(=O)(=O)Cl)C=C1